4-(4-amino-2-{4-[(2-fluoroacrylamino)]phenyl}-7-[(3-hydroxyoxetan-3-yl)ethynyl]-1-methylpyrrolo[3,2-c]pyridin-3-yl)-N-[(fluorocyclopropyl)methyl]-2-methoxybenzamide NC1=NC=C(C2=C1C(=C(N2C)C2=CC=C(C=C2)NC(=O)C(=C)F)C2=CC(=C(C(=O)NCC1(CC1)F)C=C2)OC)C#CC2(COC2)O